S1C(=NC2=C1C=CC=C2)C=2C=C(C=CC2)C2=C(C(=C(C(=C2C2=CC(=CC=C2)N2C1=CC=CC=C1SC=1C=CC=CC21)C2=CC(=CC=C2)C=2SC1=C(N2)C=CC=C1)C1=CC=CC=C1)C1=CC=CC=C1)C1=CC(=CC=C1)N1C2=CC=CC=C2SC=2C=CC=CC12 10,10'-(2',4'-bis(3-(benzo[d]thiazol-2-yl)phenyl)-5',6'-diphenyl-[1,1':3',1''-terphenyl]-3,3''-diyl)bis(10H-phenothiazine)